(R)-N-((4-(6-(2-hydroxy-4-(trifluoromethyl)phenyl)-5-methyl-1,2,4-triazin-3-yl)morpholin-2-yl)methyl)acetamide OC1=C(C=CC(=C1)C(F)(F)F)C1=C(N=C(N=N1)N1C[C@H](OCC1)CNC(C)=O)C